NC1=C(C(=NN1C)C1CC2CC(CC2C1)(C=1SC=CN1)O)C(=O)NC1=CC(=C(C=C1)F)Cl 5-amino-N-(3-chloro-4-fluorophenyl)-3-(5-hydroxy-5-(thiazol-2-yl)octahydropentalen-2-yl)-1-methyl-1H-pyrazole-4-carboxamide